C(C)NCCCCCCCCCCCCCCCCCC Monoethyl-stearylamine